tert-butyl (6-(4-(2,3-difluoro-4-hydroxyphenyl)-3-methyl-1H-pyrazol-1-yl)pyridin-3-yl)carbamate FC1=C(C=CC(=C1F)O)C=1C(=NN(C1)C1=CC=C(C=N1)NC(OC(C)(C)C)=O)C